ClC1=C2C=C(C(=NC2=CC(=N1)Cl)C)C 5,7-dichloro-2,3-dimethyl-1,6-naphthyridine